C(CCC)C(C(=O)O)(O)C.C(C(O)C)(=O)OCCCC butyl lactate (butyl lactate)